5-(2-(2-azidoethoxy)ethoxy)-N-(3-(4-(dimethylamino)phenyl)propyl)-N-methyl-2,3-dihydro-1H-inden-1-amine N(=[N+]=[N-])CCOCCOC=1C=C2CCC(C2=CC1)N(C)CCCC1=CC=C(C=C1)N(C)C